2-bromonaphthalene-1-carbonitrile BrC1=C(C2=CC=CC=C2C=C1)C#N